S-(4-cyanobutyl) thioacetate C(C)(=O)SCCCCC#N